tert-butyl (3R,4R)-3-methyl-4-((1-methyl-3-(3-methyl-2,6-dioxopiperidin-3-yl)-1H-indazol-6-yl)amino)piperidine-1-carboxylate C[C@@H]1CN(CC[C@H]1NC1=CC=C2C(=NN(C2=C1)C)C1(C(NC(CC1)=O)=O)C)C(=O)OC(C)(C)C